5-chloro-3-(2-(3-phenyl-4-oxothiazolidin-2-ylidene)hydrazono)-1H-indol-2-one ClC=1C=C2C(C(NC2=CC1)=O)=NN=C1SCC(N1C1=CC=CC=C1)=O